5-(((tert-butyldimethylsilyl)oxy)methyl)-1-methyl-1H-pyrazole-3-carbaldehyde [Si](C)(C)(C(C)(C)C)OCC1=CC(=NN1C)C=O